OC(CN1C(C2=CC=CC=C2C1=O)=O)C(C)(C)C 2-(2-hydroxy-3,3-dimethylbutyl)isoindoline-1,3-dione